NC=1C2=C(N=CN1)N(C(=C2C2=CC=C(C=C2)OC2=CC=CC=C2)C#CC2CCN(CC2)C2CN(C2)C(\C=C\CN(C)C)=O)C(C)C (E)-1-(3-(4-((4-amino-7-isopropyl-5-(4-phenoxyphenyl)-7H-pyrrolo[2,3-d]pyrimidin-6-yl)ethynyl)piperidin-1-yl)azetidin-1-yl)-4-(dimethylamino)but-2-en-1-one